N4,N4,N4',N4'-tetrakis(9,9-dimethyl-9H-fluorene-2-yl)-[1,1'-biphenyl]-4,4'-diamine CC1(C2=CC=CC=C2C=2C=CC(=CC12)N(C1=CC=C(C=C1)C1=CC=C(C=C1)N(C1=CC=2C(C3=CC=CC=C3C2C=C1)(C)C)C1=CC=2C(C3=CC=CC=C3C2C=C1)(C)C)C1=CC=2C(C3=CC=CC=C3C2C=C1)(C)C)C